C1(CCCCC1)P(C1=C(C=CC=C1)C1=C(C=C(C=C1C(C)C)C(C)C)C(C)C)C1CCCCC1 dicyclohexyl-[2-(2,4,6-triisopropylphenyl)phenyl]phosphane